2-amino-6-(3,4,5-trimethoxybenzylamino)purine NC1=NC(=C2NC=NC2=N1)NCC1=CC(=C(C(=C1)OC)OC)OC